1-(4-(2-(3-fluorophenethyl)quinazolin-4-yl)piperazin-1-yl)prop-2-en-1-one FC=1C=C(CCC2=NC3=CC=CC=C3C(=N2)N2CCN(CC2)C(C=C)=O)C=CC1